FC=1C(=NC=NC1N(C1(CC1)C1=CC=C(C=C1)C(F)(F)F)C)NCC1=CC=C(C=C1)CC(=O)N 2-[4-[[[5-fluoro-6-[methyl-[1-[4-(trifluoromethyl)phenyl]cyclopropyl]amino]pyrimidin-4-yl]amino]methyl]phenyl]acetamide